3,3-difluoro-N-{4-fluoro-3-[5-(3-fluoropyridin-2-yl)-2H-pyrazolo[3,4-b]pyridin-2-yl]phenyl}azetidine-1-carboxamide FC1(CN(C1)C(=O)NC1=CC(=C(C=C1)F)N1N=C2N=CC(=CC2=C1)C1=NC=CC=C1F)F